2-(piperidin-1-yl)ethyl (1-(6-methoxy-3,4-dihydro-2H-benzo[b][1,4]thiazin-7-yl)-6-(pyrazolo[1,5-a]pyrimidin-3-yl)-1H-pyrazolo[4,3-c]pyridin-3-yl)carbamate COC1=CC2=C(SCCN2)C=C1N1N=C(C=2C=NC(=CC21)C=2C=NN1C2N=CC=C1)NC(OCCN1CCCCC1)=O